6-(2-amino)propyl-uridine Methyl-(S)-3-(4-(benzyloxy)phenyl)-2-(2-(1-(2-(4-((tert-butoxycarbonyl)amino)phenyl)acetyl)piperidin-4-yl)acetamido)propanoate C[C@@](C(=O)OC[C@@H]1[C@H]([C@H]([C@@H](O1)N1C(=O)NC(=O)C=C1CC(C)N)O)O)(CC1=CC=C(C=C1)OCC1=CC=CC=C1)NC(CC1CCN(CC1)C(CC1=CC=C(C=C1)NC(=O)OC(C)(C)C)=O)=O